silver-tin oxide [Sn]=O.[Ag]